ClC=1C(=CC=C2N=C3C(C4=C(C(C3=NC12)=O)N=CC=C4)=O)N4CCN(CC4)C 10-chloro-9-(4-methylpiperazin-1-yl)pyrido[2,3-b]phenazine-5,12-dione